CC(CCO)CC=CCCCCCCC 3-methyltridec-5-en-1-ol